3-ethyl-1,2-phenylenediamine C(C)C=1C(=C(C=CC1)N)N